N1CCC(=CC1)C=1SC2=C(N1)SC=N2 5-(1,2,3,6-tetrahydropyridin-4-yl)[1,3]thiazolo[5,4-d][1,3]thiazol